C12CN(CC(CC1)C2)CC2=CC1=C(C(N(C=C1C(F)(F)F)C1=CC(=CC=C1)C1(CC(C1)OC)C1=NN=CN1C)=O)N2 2-((3-azabicyclo[3.2.1]oct-3-yl)methyl)-6-(3-((1s,3s)-3-methoxy-1-(4-methyl-4H-1,2,4-triazol-3-yl)cyclobutyl)phenyl)-4-(trifluoromethyl)-1,6-dihydro-7H-pyrrolo[2,3-c]pyridin-7-one